butyl (7-(4-(4-(2,3-dichlorophenyl)piperazin-1-yl)butoxy)-2-oxo-3,4-dihydroquinolin-1(2H)-yl)methyl carbonate C(OCCCC)(OCN1C(CCC2=CC=C(C=C12)OCCCCN1CCN(CC1)C1=C(C(=CC=C1)Cl)Cl)=O)=O